1-(2,2-difluorocyclopropyl)-3-(5-((R)-2-(2,5-difluorophenyl)-4,4-difluoropyrrolidin-1-yl)pyrazolo[1,5-a]pyrimidin-3-yl)thiourea FC1(C(C1)NC(=S)NC=1C=NN2C1N=C(C=C2)N2[C@H](CC(C2)(F)F)C2=C(C=CC(=C2)F)F)F